NC1=CC=C(C=N1)N1CCN(CC1)C1=CC=C(C=N1)CO [6-[4-(6-amino-3-pyridyl)piperazin-1-yl]-3-pyridyl]methanol